N1=C(C=CC=C1)C1=C(C=CC=C1O)O pyridin-2-ylbenzene-1,3-diol